2-Chloro-N-(2,4-dimethoxybenzyl)-5-nitropyrimidin-4-amine ClC1=NC=C(C(=N1)NCC1=C(C=C(C=C1)OC)OC)[N+](=O)[O-]